BrC1=C2COCC2=CC(=C1F)[N+](=O)[O-] 4-bromo-5-fluoro-6-nitro-1,3-dihydroisobenzofuran